FC=1C2=C(S(C1C)(=O)=O)C=CC(=C2)C=2C=1N(C(=NC2)NCC2=C(C=CC3=C2CCO3)F)C=NN1 3-fluoro-5-(5-(((5-fluoro-2,3-dihydrobenzofuran-4-yl)methyl)amino)-[1,2,4]triazolo[4,3-c]pyrimidin-8-yl)-2-methylbenzo[b]thiophene 1,1-dioxide